3-amino-N-(4-fluorophenyl)benzamide C1=CC(=CC(=C1)N)C(=O)NC2=CC=C(C=C2)F